(tetrahydro-2H-pyran-2-yl)spiro[cyclopropane-1,3'-indolin]-2'-one O1C(CCCC1)N1C(C2(C3=CC=CC=C13)CC2)=O